ClC1=CC=C(CNC(=O)C2=NC(=NC(=C2O)O)C)C=C1 (4-chlorobenzyl)-5,6-dihydroxy-2-methylpyrimidine-4-carboxamide